C(C)(C)(C)OC(C(C)(C)S(=O)(=O)C1(CC1)C(=O)OC)=O methyl 1-((1-(tert-butoxy)-2-methyl-1-oxopropan-2-yl)sulfonyl)cyclopropane-1-carboxylate